α,α,α',α'-tetramethyl-1,2-benzenedimethanol CC(O)(C=1C(=CC=CC1)C(O)(C)C)C